ClC=1C=C(C=C(C1OC1=CN(C(C=C1)=O)C(C(F)(F)F)C)Cl)N1N=C(C(NC1=O)=O)NC(OC(C)(C)C)=O tert-butyl (2-(3,5-dichloro-4-((6-oxo-1-(1,1,1-trifluoropropan-2-yl)-1,6-dihydropyridin-3-yl)oxy)phenyl)-3,5-dioxo-2,3,4,5-tetrahydro-1,2,4-triazin-6-yl)carbamate